2-(2,6-dioxo-3-piperidyl)-4-[2-[4-[2-[[(1S,3S)-3-[[5-(1-ethylpropyl)pyrazolo[1,5-a]pyrimidin-7-yl]amino]cyclopentyl]amino]ethyl]piperazin-1-yl]ethylamino]isoindoline-1,3-dione O=C1NC(CCC1N1C(C2=CC=CC(=C2C1=O)NCCN1CCN(CC1)CCN[C@@H]1C[C@H](CC1)NC1=CC(=NC=2N1N=CC2)C(CC)CC)=O)=O